4-{[1-(3-Chloro-benzenesulfonyl)-4-methoxy-2,3-dihydro-1H-indole-6-carbonyl]-amino}-benzoic acid ClC=1C=C(C=CC1)S(=O)(=O)N1CCC2=C(C=C(C=C12)C(=O)NC1=CC=C(C(=O)O)C=C1)OC